FC=1C=C(C=CC1C)[C@@]1(CN(CC1)C(=O)NC=1C=C(C=C2C=CC=NC12)OC)C1=NC=NS1 (S)-3-(3-fluoro-4-methylphenyl)-N-(6-methoxyquinolin-8-yl)-3-(1,2,4-thiadiazol-5-yl)pyrrolidine-1-carboxamide